lithium sodium fluorocarbon aluminum [Al].F[C].[Na].[Li]